4-(hexyloxy)-2-methylene-4-oxobutanoic acid C(CCCCC)OC(CC(C(=O)O)=C)=O